8-(trimethylsilyl)-1,4-dioxa-8-azaspiro[4.6]undecan-9-one C[Si](N1CCC2(OCCO2)CCC1=O)(C)C